COC=1C=C(C=CC1NCC#CC=1N(C2=CC=CC(=C2C1)NC1CCC(CC1)N1C[C@H]2OC(C1)C2)CC(F)(F)F)S(=O)(=O)N 3-methoxy-4-{[3-(4-{[(1S,4S)-4-{6-oxa-3-azabicyclo[3.1.1]heptan-3-yl}cyclohexyl]amino}-1-(2,2,2-trifluoroethyl)-1H-indol-2-yl)prop-2-yn-1-yl]amino}benzene-1-sulfonamide